C[C@H](C1=CC=CC=C1)N[C@H](C)C2=CC=CC=C2.Cl (R,R)-(+)-bis(α-methylbenzyl)amine hydrochloride